BrC1=CC(=C(C(=O)O)C(=C1)Cl)Cl 4-bromo-2,6-dichloro-benzoic acid